tert-butyl (S)-2-((diphenylmethylene)amino)-3-(8-(4,4,5,5-tetramethyl-1,3,2-dioxaborolan-2-yl)quinoxalin-5-yl)propanoate C1(=CC=CC=C1)C(C1=CC=CC=C1)=N[C@H](C(=O)OC(C)(C)C)CC1=C2N=CC=NC2=C(C=C1)B1OC(C(O1)(C)C)(C)C